1-amino-2-methoxyethane tert-butyl(6-chloro-3-isopropylimidazo[1,2-b]pyridazin-8-yl)(2-ethoxybenzyl)carbamate C(C)(C)(C)OC(N(CC1=C(C=CC=C1)OCC)C=1C=2N(N=C(C1)Cl)C(=CN2)C(C)C)=O.NCCOC